4-(5-(3-Ethoxy-4-methoxyphenyl)-4-methylpyridin-3-yl)-1,2-oxaborole-2-ol C(C)OC=1C=C(C=CC1OC)C=1C(=C(C=NC1)C=1CB(OC1)O)C